t-butyl (4-(aminomethyl)cyclohexyl)carbamate NCC1CCC(CC1)NC(OC(C)(C)C)=O